4-((7-((adamantan-1-yl)(methyl)amino)heptyl)thio)-2-(2,6-dioxopiperidin-3-yl)-6-fluoroisoindoline-1,3-dione C12(CC3CC(CC(C1)C3)C2)N(CCCCCCCSC2=C3C(N(C(C3=CC(=C2)F)=O)C2C(NC(CC2)=O)=O)=O)C